C=CCCC(CCCCCCC)OC(=O)N[C@@H](CC(C)C)C(=O)OC Methyl ((dodec-1-en-5-yloxy)carbonyl)-L-leucinate